C(CCC)C=1C=C(CP(OCC)(OCC)=O)C=C(C1O)CCCC diethyl 3,5-dibutyl-4-hydroxybenzylphosphonate